The molecule is a tricyclic diterpenoid isolated from several plant species of the genus Erythrophleum. It has a role as a plant metabolite, a cardiotonic drug, a local anaesthetic, an antihypertensive agent, a poison and an EC 3.6.3.9 (Na(+)/K(+)-transporting ATPase) inhibitor. It is a tricyclic diterpenoid, a tertiary amino compound, an enoate ester and an organic hydroxy compound. It derives from a hydride of a podocarpane. C[C@@H]\\1[C@H]2[C@H](CC/C1=C\\C(=O)OCCN(C)C)[C@]3(CC[C@@H](C([C@@H]3CC2=O)(C)C)O)C